C(C(=C)C)(=O)OC[Si](O[SiH](CCC(F)(F)F)C)(O[SiH](CCC(F)(F)F)C)O[SiH](C)CCC(F)(F)F methacryloxymethyl-tris(trifluoropropylmethylsiloxy)silane